5-[4-(1H-pyrazol-4-yl)-1H-benzimidazol-7-yl][1,3]thiazolo[5,4-d][1,3]thiazol-2-amine N1N=CC(=C1)C1=CC=C(C=2NC=NC21)C=2SC1=C(N2)SC(=N1)N